NC1C(N(CC1)CCN)=O 3-amino-1-(2-aminoethyl)pyrrolidin-2-one